BrC1=CC=C(C=N1)CC1=NC2=C(N1C[C@H]1OCC1)C=C(C=C2)C(=O)OC methyl (S)-2-((6-bromopyridin-3-yl) methyl)-1-(oxetan-2-ylmethyl)-1H-benzo[d]imidazole-6-carboxylate